CBr.C(C1=CC=CC=C1)(=O)[Ge](CC)(CC)C(C1=CC=CC=C1)=O dibenzoyldiethylgermanium compound with methyl bromide